3-[5-(Prop-2-yl)-1,3-thiazol-2-yl]-5-[(3S)-tetrahydrofuran-3-ylmethoxy]-N-{(1R)-1-[2-(trifluoromethyl)pyrimidin-5-yl]ethyl}benzamide CC(C)C1=CN=C(S1)C=1C=C(C(=O)N[C@H](C)C=2C=NC(=NC2)C(F)(F)F)C=C(C1)OC[C@@H]1COCC1